methyl (R)-2-((tert-butoxycarbonyl)(methyl)amino)-4,4-difluorobutanoate C(C)(C)(C)OC(=O)N([C@@H](C(=O)OC)CC(F)F)C